tert-butyl ((4-morpholino-1-(4-(trifluoromethoxy)phenyl)-1H-pyrazolo[3,4-b]pyridin-3-yl)methyl)carbamate O1CCN(CC1)C1=C2C(=NC=C1)N(N=C2CNC(OC(C)(C)C)=O)C2=CC=C(C=C2)OC(F)(F)F